C(=CCCCCCCCCCCCCCCC)C=1N(CCN1)CCO 2-(1-heptadecenyl)-4,5-dihydro-1H-imidazole-1-ethanol